N-{[5-(3,3-difluorocyclobutyl)-6-fluoropyridin-2-yl](phenyl)methyl}-4-fluoro-1-{2-[4-(trifluoromethyl)-1,3-oxazol-2-yl]acetyl}pyrrolidine-2-carboxamide FC1(CC(C1)C=1C=CC(=NC1F)C(NC(=O)C1N(CC(C1)F)C(CC=1OC=C(N1)C(F)(F)F)=O)C1=CC=CC=C1)F